CS(=O)(=O)C1=CC=CC(=N1)C1=NC(=NC(=N1)N[C@H](C)C(F)(F)F)N[C@H](C)C(F)(F)F 6-(6-(methylsulfonyl)pyridin-2-yl)-N2,N4-bis((R)-trifluoropropan-2-yl)-1,3,5-triazine-2,4-diamine